ClC1=C2C(=NC(=C1C(=O)NC)[2H])N(C=C2)COCC[Si](C)(C)C 4-chloro-N-methyl-1-((2-(trimethylsilyl)ethoxy)methyl)-1H-pyrrolo[2,3-b]pyridine-5-carboxamide-6-d